1-[4-phenoxy-3-(prop-2-yloxy)phenyl]-3-phenyl-1,3,5-triazin-2,4,6-trione O(C1=CC=CC=C1)C1=C(C=C(C=C1)N1C(N(C(NC1=O)=O)C1=CC=CC=C1)=O)OC(C)C